FC(C1=C(C=CC=C1)S(=O)(=O)Cl)(F)F 2-(trifluoromethyl)benzene-1-sulfonyl chloride